ClC1=CC=C(C(SC(F)(F)F)=O)C=C1 S-(trifluoromethyl) 4-chlorobenzothioate